FC1=CC(=C2C=CN(C2=C1)CCO)C=1C2=C(C=3NC(C=4N(C3C1C)C(=NN4)C)(C)C)CCO2 2-(6-fluoro-4-(3,5,11,11-tetramethyl-8,9,10,11-tetrahydrofuro[3,2-f][1,2,4]triazolo[4,3-a]quinoxalin-6-yl)-1H-indol-1-yl)ethan-1-ol